(4S)-4-carboxy-4-(17-carboxyheptadecylamido)butan C(=O)(O)[C@H](CCC)NC(CCCCCCCCCCCCCCCCC(=O)O)=O